1-(3-bromo-1-(4-methoxybenzyl)-1H-1,2,4-triazol-5-yl)-2,2,2-trifluoroethan-1-one BrC1=NN(C(=N1)C(C(F)(F)F)=O)CC1=CC=C(C=C1)OC